Octadecyl phosphite P(OCCCCCCCCCCCCCCCCCC)([O-])[O-]